C(C1=CC=CC=C1)[C@@H]1N(C(OC1)=O)C(COCCC1=CC=CC=C1)=O (S)-4-benzyl-3-(2-phenylethoxyacetyl)oxazolidin-2-one